4-(bromomethyl)-2,6-difluoro-N,N-bis[(4-methoxyphenyl)methyl]Benzenesulfonamide BrCC1=CC(=C(C(=C1)F)S(=O)(=O)N(CC1=CC=C(C=C1)OC)CC1=CC=C(C=C1)OC)F